N,N-dimethylpropylammonium bromide [Br-].C[NH+](C)CCC